N-((4-([1,2,4]triazolo[1,5-a]pyridin-6-yl)-5-(6-methylpyridin-2-yl)-1H-imidazol-2-yl)methyl)-4-bromobenzamide N=1C=NN2C1C=CC(=C2)C=2N=C(NC2C2=NC(=CC=C2)C)CNC(C2=CC=C(C=C2)Br)=O